(S)-(3-fluoropyrrolidin-1-yl)(piperazin-1-yl)methanone hydrochloride Cl.F[C@@H]1CN(CC1)C(=O)N1CCNCC1